5-Methyl-1,5,7-triaza-bicyclo[4.3.0]non-6-enium CN1CCC[NH+]2CCN=C12